P(=O)(OC(C)(C)C)(OCCCCCCCCCCCCCCCC)[O-] tert-butyl cetyl phosphate